COC1=C(C=O)C(=CC(=C1)C1=CN(C(C2=CN=C(C=C12)N1CCOCC1)=O)C)OC 2,6-dimethoxy-4-[2-methyl-6-(morpholin-4-yl)-1-oxo-2,7-naphthyridin-4-yl]benzaldehyde